(4-amino-7-chloro-3-methylimidazo[1,5-a]quinoxalin-8-yl)((4aS,9bS)-7-(trifluoromethyl)-3,4,4a,9b-tetrahydrofuro[2,3-b:4,5-b']dipyridin-1(2H)-yl)methanone NC=1C=2N(C3=CC(=C(C=C3N1)Cl)C(=O)N1[C@@H]3[C@H](CCC1)OC1=NC(=CC=C13)C(F)(F)F)C=NC2C